ClN1CC(=NC=C1Cl)O 4,5-dichloro-2-hydroxypyrazine